NCC1=CC=C(C(=O)O)C=C1 4-aminomethylbenzoic acid